CC=1C(C2=CC(=CC=C2C1)C)N 2,6-dimethyl-1-indeneamine